beryllium-calcium [Ca].[Be]